(R)-2-(7-(1-ethylpiperidin-3-yl)-4-methyl-7H-pyrrolo[2,3-c]pyridazin-3-yl)-5-(trifluoromethyl)phenol C(C)N1C[C@@H](CCC1)N1C=CC2=C1N=NC(=C2C)C2=C(C=C(C=C2)C(F)(F)F)O